7-ethyl-N-[(thiophen-2-yl)methyl]thieno[3,2-c]pyridazin-4-amine C(C)C1=CSC2=C1N=NC=C2NCC=2SC=CC2